methyl 6-Chloro-3-[(1R)-1-[2-(5-fluoro-3-pyridyl)-3,6-dimethyl-4-oxo-chromen-8-yl]ethoxy]pyridine-2-carboxylate ClC1=CC=C(C(=N1)C(=O)OC)O[C@H](C)C=1C=C(C=C2C(C(=C(OC12)C=1C=NC=C(C1)F)C)=O)C